ClC1=CC(=C(C=C1)C1=C(N(N=N1)C)CN1N=CC(=CC1=O)N1CC(C1)OC1=NC=CN=C1)F 2-[[5-(4-Chloro-2-fluorophenyl)-3-methyltriazol-4-yl]methyl]-5-(3-pyrazin-2-yloxyazetidin-1-yl)pyridazin-3-on